[4-(3,7-dibromo-10H-phenoxazin-10-yl) butyl] phosphate P(=O)(OCCCCN1C2=CC=C(C=C2OC=2C=C(C=CC12)Br)Br)([O-])[O-]